NC1CCC(CC1)CN1CCC2(CN(C2)C2=NC=NC=C2OC2=C(C(=O)N(C(C)C)C(C)C)C=C(C=C2)F)CC1 2-((4-(7-(((1r,4r)-4-aminocyclohexyl)methyl)-2,7-diazaspiro[3.5]nonan-2-yl)pyrimidine-5-yl)oxy)-5-fluoro-N,N-diisopropylbenzamide